(1S,3aR,6aS)-2-(3,5-Bis(trifluoromethyl)pyridin-2-yl)-N-methyl-N-(m-tolyl)octahydrocyclopenta[c]pyrrole-1-carboxamide FC(C=1C(=NC=C(C1)C(F)(F)F)N1[C@@H]([C@@H]2[C@H](C1)CCC2)C(=O)N(C=2C=C(C=CC2)C)C)(F)F